C(C)(C)(C)C1=C(C=2CC3=CC(=CC=C3C2C=C1)C(C)(C)C)[Hf]C1C=CC=C1 (2,7-di-t-butylfluorenyl)(cyclopentadienyl)hafnium